ClC=1C=C(C=NC1)C1=NC(=C2N=CN(C2=N1)[C@H]1[C@@H]([C@@H]([C@H](O1)C(=O)NC([2H])([2H])[2H])O)O)NCC1=CC=C(C=C1)OC(F)(F)F (2S,3S,4R,5R)-5-(2-(5-chloropyridin-3-yl)-6-(4-(trifluoromethoxy)benzylamino)-9H-purin-9-yl)-3,4-Dihydroxy-N-(methyl-d3)-tetrahydrofuran-2-carboxamide